OC(=O)C(F)(F)F.[C@H]12OC([C@H](NC1)C2)=O (1R,4R)-2-oxa-5-azabicyclo[2.2.1]heptan-3-one TFA salt